C(C)N(C(C1=C(C=CC(=C1)F)OC=1C(=NC=NC1)N1CC2(C1)CCN(CC2)CC2(CCC(CC2)=O)F)=O)C(C)C N-ethyl-5-fluoro-2-((4-(7-((1-fluoro-4-oxocyclohexyl)methyl)-2,7-diazaspiro[3.5]nonan-2-yl)pyrimidin-5-yl)oxy)-N-isopropylbenzamide